ClC=1C(=C2C=NNC2=C(C1F)N(C1=CC=NN1C)C)C=1N=CC=2N(C1)C=C(N2)NC(=O)C2C(C2)F N-(6-(5-chloro-6-fluoro-7-(methyl(1-methyl-1H-pyrazol-5-yl)amino)-1H-indazol-4-yl)imidazo[1,2-a]pyrazin-2-yl)-2-fluorocyclopropane-1-carboxamide